[Cl-].C1(=CC=CC=C1)C(C)C cumene chloride